ClC1=C(C=C(C(=C1)F)C1=NC2=CC(=CC=C2N=C1)C(F)(F)F)C1=NOC(C1)(C(=O)OCC)C Ethyl 3-[2-chloro-4-fluoro-5-[7-(trifluoromethyl)quinoxalin-2-yl]phenyl]-5-methyl-4H-isoxazole-5-carboxylate